O(C1=CC=CC=C1)C=1C=C(CO)C=CC1 m-phenoxybenzyl alcohol